6-[(2S,3S,4R,5S)-5-acetamido-3,4-dihydroxy-2-propyl-1-piperidinyl]-benzyl 6-oxo-hexanoate O=CCCCCC(=O)OCC1=CC=CC=C1N1[C@H]([C@@H]([C@@H]([C@H](C1)NC(C)=O)O)O)CCC